ClC1=CC(=C(C=C1C#N)NS(=O)(=O)C=1C=C(C(=O)O)C=CC1C1CC1)OC1C2(CC2)CCC1 3-(N-(4-chloro-5-cyano-2-(spiro[2.4]heptan-4-yloxy)phenyl)sulfamoyl)-4-cyclopropylbenzoic acid